6-bromo-2-oxo-4-(piperazin-1-yl)-1-(prop-2-yn-1-yl)-1,2-dihydro-1,5-naphthyridine-3-carbonitrile BrC=1N=C2C(=C(C(N(C2=CC1)CC#C)=O)C#N)N1CCNCC1